FC=1C(=CC(=NC1)C)C=1N=CC=2N(C1)C=C(N2)NC(=O)C2CC2 N-(6-(5-fluoro-2-methylpyridin-4-yl)imidazo[1,2-a]pyrazin-2-yl)cyclopropanecarboxamide